C(C=C)(=O)NC1=CC(=C(C=C1)C1=CC(=C(C(=C1)N(C1CCOCC1)CC)C)C(=O)NCC=1C(NC(=CC1C)C)=O)C 4'-acrylamido-N-((4,6-dimethyl-2-oxo-1,2-dihydropyridin-3-yl)methyl)-5-(ethyl-(tetrahydro-2H-pyran-4-yl)amino)-2',4-dimethyl-[1,1'-biphenyl]-3-carboxamide